N-(4-(4,4-Difluorocyclohexyl)pyrimidin-2-yl)-4-nitro-2-(6-azaspiro[2.5]octan-6-yl)benzamide FC1(CCC(CC1)C1=NC(=NC=C1)NC(C1=C(C=C(C=C1)[N+](=O)[O-])N1CCC2(CC2)CC1)=O)F